C(C1=CC=CC=C1)NC1=NC2=C(N1CC1=CC=CC=C1)C=C(C=C2N)C=2C(=NOC2C)C N2,1-dibenzyl-6-(3,5-dimethylisoxazol-4-yl)-1H-benzo[d]imidazole-2,4-diamine